FC1(C(OC(C1O)CCO)N1C(N=C(C=C1)N1C(CCC1=O)=O)=O)F N4-(1-(3,3-difluoro-4-hydroxy-5-(hydroxyethyl)tetrahydrofuran-2-yl)-2-oxo-1,2-dihydropyrimidin-4-yl)succinimide